N-(4-{4-[3-(5-Cyclopropyl-2-fluoro-phenyl)-ureido]-3-fluoro-phenoxy}-pyridin-2-yl)-3-methoxy-propionamide C1(CC1)C=1C=CC(=C(C1)NC(NC1=C(C=C(OC2=CC(=NC=C2)NC(CCOC)=O)C=C1)F)=O)F